6-[(5-bromo-2-ethyl-1,2,4-triazol-3-yl)amino]-2H-isoquinolin-1-one BrC=1N=C(N(N1)CC)NC=1C=C2C=CNC(C2=CC1)=O